Cl.BrC=1C=C(C=CC1OC)[C@@H](C)N (1R)-1-(3-bromo-4-methoxy-phenyl)ethylamine hydrochloride